FC1=C(C=CC(=C1)F)[C@H](C)NC([C@@H](CC1=CC=CC=C1)N1C(NC2=CC=CC(=C2C1=O)O)=O)=O (R)-N-((S)-1-(2,4-difluorophenyl)ethyl)-2-(5-hydroxy-2,4-dioxo-1,4-dihydroquinazolin-3(2H)-yl)-3-phenylpropanamide